ClC1=C(C=C2C(=C(NC2=C1F)C1=NNC(=N1)C(F)(F)F)N1C=NC=C1)OC 6-chloro-7-fluoro-3-(1H-imidazol-1-yl)-5-methoxy-2-(5-(trifluoromethyl)-1H-1,2,4-triazol-3-yl)-1H-indole